tert-butyl (3,5-dichloro-4-((5-isopropyl-1-(4-methoxybenzyl)-6-oxo-1,6-dihydropyridazin-3-yl)methyl)phenyl)((5-oxo-4,5-dihydro-1,2,4-oxadiazol-3-yl)methyl)carbamate ClC=1C=C(C=C(C1CC1=NN(C(C(=C1)C(C)C)=O)CC1=CC=C(C=C1)OC)Cl)N(C(OC(C)(C)C)=O)CC1=NOC(N1)=O